COC(=O)C1=CC2=C(N(C(=N2)C2=CC=3C=CC=4C(CNC4C3N2CC2CC2)(C)C)C)C(=C1)F 2-[1-(cyclopropylmethyl)-6,6-dimethyl-7,8-dihydropyrrolo[3,2-g]indol-2-yl]-7-fluoro-1-methyl-benzimidazole-5-carboxylic acid methyl ester